C(C)(C)N(CCCCCCCCCCCSC1=C2CN(C(C2=CC=C1)=O)C1C(NC(CC1)=O)=O)C(C)C 3-(4-((11-(diisopropylamino)undecyl)thio)-1-oxoisoindolin-2-yl)piperidine-2,6-dione